N-[(6-Amino-2-pyridyl)sulfonyl]-6-(2-ethoxypyrimidin-5-yl)-2-(2,4,6-trimethylphenoxy)pyridin-3-carboxamid NC1=CC=CC(=N1)S(=O)(=O)NC(=O)C=1C(=NC(=CC1)C=1C=NC(=NC1)OCC)OC1=C(C=C(C=C1C)C)C